C(C)(C)NC(CN)(C)C N2-isopropyl-2-methyl-1,2-propanediamine